BrC=1C(=C(C=CC1)N(C(=O)C1(CCCCC1)C)C)C 1-methyl-cyclohexanecarboxylic acid (3-bromo-2-methyl-phenyl)-methyl-amide